CC1=C(C(=CC=C1)C)C1=NC(=NC(=C1)OCC(CCC1(CC1)C(F)(F)F)NCCC1CCOCC1)NS(=O)(=O)C=1C=C(C(=O)O)C=CC1 3-[[4-(2,6-dimethylphenyl)-6-[2-(2-tetrahydropyran-4-ylethylamino)-4-[1-(trifluoromethyl)cyclopropyl]butoxy]pyrimidin-2-yl]sulfamoyl]benzoic acid